(S)-N-(2,3-difluoro-4-((3-(2-(pyrrolidin-3-ylamino)pyrimidin-4-yl)pyridin-2-yl)oxy)phenyl)-1-phenylmethanesulfonamide FC1=C(C=CC(=C1F)OC1=NC=CC=C1C1=NC(=NC=C1)N[C@@H]1CNCC1)NS(=O)(=O)CC1=CC=CC=C1